(S)-(5-Fluoropyridin-3-yl)(4-(((4-(trifluoromethoxy)benzyl)oxy)methyl)-7-azabicyclo[2.2.1]heptan-1-yl)methanol FC=1C=C(C=NC1)[C@H](O)C12CCC(CC1)(N2)COCC2=CC=C(C=C2)OC(F)(F)F